4-(5-bromo-1-((2-(trimethylsilyl)ethoxy)methyl)-1H-pyrazol-3-yl)-5-methylpyridazine BrC1=CC(=NN1COCC[Si](C)(C)C)C1=CN=NC=C1C